ClC1=NC=C(C(=N1)NC1CC(C1)O)C(=O)O 2-chloro-4-((3-hydroxycyclobutyl)amino)pyrimidine-5-carboxylic acid